N-(trans-3-ethoxycyclobutyl)-5-(1-methyl-1H-benzo[d][1,2,3]triazol-6-yl)pyrrolo[2,1-f][1,2,4]triazin-2-amine C(C)O[C@@H]1C[C@H](C1)NC1=NN2C(C=N1)=C(C=C2)C=2C=CC1=C(N(N=N1)C)C2